8,8'-((3-((1S,2R)-2-hydroxycyclohex-yl)propyl)azanedi-yl)bis(N,N-didecyl-octanamide) O[C@H]1[C@@H](CCCC1)CCCN(CCCCCCCC(=O)N(CCCCCCCCCC)CCCCCCCCCC)CCCCCCCC(=O)N(CCCCCCCCCC)CCCCCCCCCC